FC1=CC2=C(NC=N2)C=C1F 5,6-difluoro-1H-benzimidazole